BrCC1=C(C=CC(=C1)F)F 1-(Bromomethyl)-2,5-difluorobenzene